C1(CC1)C1=NC=NC(=C1C1=NC=C2N(C(N(C2=N1)CC1=CC=C(C=C1)C=1N(C=C(N1)C(F)(F)F)C)=N)CC(F)(F)F)OC 2-(4-cyclopropyl-6-methoxy-pyrimidin-5-yl)-9-[[4-[1-methyl-4-(trifluoromethyl)imidazol-2-yl]phenyl]methyl]-7-(2,2,2-trifluoroethyl)purin-8-imine